5,5-difluoropiperidin-3-yl-acetate FC1(CC(CNC1)CC(=O)[O-])F